O(C1=CC=CC=C1)C=1C=C(C=CC1)C1(CC1)C1=C(C(=O)N)C=CC=C1 (1-(3-phenoxyphenyl)cyclopropyl)benzamide